methyl 2-(3,5-Dichloro-4-((6-oxo-1-phenyl-1,6-dihydropyridin-3-yl)oxy)phenyl)-3,5-dioxo-2,3,4,5-Tetrahydro-1,2,4-triazine-6-carboxylate ClC=1C=C(C=C(C1OC1=CN(C(C=C1)=O)C1=CC=CC=C1)Cl)N1N=C(C(NC1=O)=O)C(=O)OC